COC([C@H](NC(N(CC1=CC=C(C=C1)Cl)C1CCC1)=O)COC)=O (N-(4-chlorobenzyl)(cyclobutyl)carbamoyl)-O-methyl-D-serine methyl ester